(S)-N-(3-(2-((1,5-dimethyl-1H-pyrazol-3-yl)amino)-5-methylpyrimidin-4-yl)-1H-indol-7-yl)-2-(3-((5-fluoropyrimidin-2-yl)oxy)pyrrolidin-1-yl)acetamide CN1N=C(C=C1C)NC1=NC=C(C(=N1)C1=CNC2=C(C=CC=C12)NC(CN1C[C@H](CC1)OC1=NC=C(C=N1)F)=O)C